ClC=1C=2C(=C(NC2C2=C(C1)CN(S(N2)(=O)=O)CCCOC)CCCC(=O)N)Cl 4-(6,7-dichloro-3-(3-methoxypropyl)-2,2-dioxido-1,3,4,9-tetrahydro-[1,2,6]thiadiazino[4,3-g]indol-8-yl)butanamide